ClC1=CC=C(OCC(=O)N2CCN(CC2)CC2=NC3=CC=CC=C3C(N2C2=C(C(=CC=C2OC(C)C)C(F)(F)F)C)=O)C=C1 2-((4-(2-(4-chlorophenoxy)acetyl)piperazin-1-yl)methyl)-3-(6-isopropoxy-2-methyl-3-(trifluoromethyl)phenyl)quinazolin-4(3H)-one